COC1=C(C=CC=C1OC)C(C)O 1-(2,3-dimethoxyphenyl)ethan-1-ol